1,4-Dipropylpiperazin C(CC)N1CCN(CC1)CCC